C(C=CC1=CC=CC=C1)(=O)[O-].C(C1=CN=CC=C1)(=O)[O-].C(C1=CN=CC=C1)(=O)[O-].[Cr+3] chromium dinicotinate cinnamate